COC=1C=2N(N=C(C1)C=1C=C3C(=NC1)C=C(S3)C3CCN(CC3)C(=O)OC(C)(C)C)C=C(N2)C tert-butyl 4-[6-(8-methoxy-2-methyl-imidazo[1,2-b]pyridazin-6-yl)thieno[3,2-b]pyridin-2-yl]piperidine-1-carboxylate